(1R,5S)-7-chloro-6-fluoro-2,3,4,5-tetrahydro-1H-1,5-methanobenzo[c]azepine ClC1=C(C2=C([C@@H]3NCC[C@H]2C3)C=C1)F